FC1=C(C(=O)NC2=CC(=NC=C2)C(=O)N)C(=CC=C1OC(F)(F)F)OC1=CC(=C(C=C1)OC(F)(F)F)F 4-[[2-fluoro-6-[3-fluoro-4-(trifluoromethoxy)phenoxy]-3-(trifluoromethoxy)benzoyl]amino]pyridine-2-carboxamide